N1(CCNCCC1)C1=NC=CC(=N1)NC=1C=C2C=NNC2=CC1 N-(2-(1,4-diazepan-1-yl)pyrimidin-4-yl)-1H-indazol-5-amine